ClC1=C(C=C(C(=C1)OC1=CC=CC=C1)C)N=C(NCC)C (2-chloro-5-methyl-4-phenoxy-phenyl)-N-ethyl-methyl-formamidine